C1(CC1)S(=O)(=O)NC(=O)C=1C=C2C(=CN(C2=CC1)CC(=O)N1[C@H](C[C@H](C1)F)[C@@H](CC1=NC(=CC=C1)C)O)C(=O)N N5-(cyclopropylsulfonyl)-1-(2-((2R,4R)-4-fluoro-2-((R)-1-hydroxy-2-(6-methylpyridin-2-yl)ethyl)pyrrolidin-1-yl)-2-oxoethyl)-1H-indole-3,5-dicarboxamide